FC(C1(CC1)C1=NC2=C(N1)C=CC(=C2)NC(C)=O)(F)F N-[2-[1-(trifluoromethyl)cyclopropyl]-1H-benzimidazol-5-yl]acetamide